CC(CC(=O)NC=1C=C2CCN(C2=CC1)CC=1C(=NOC1C1=CC=CC=C1)C)(C)C 3,3-Dimethyl-N-[1-(3-methyl-5-phenyl-isoxazol-4-ylmethyl)-2,3-dihydro-1H-indol-5-yl]-butyramide